3,5-dioxodecanoyl-CoA O=C(CC(=O)SCCNC(CCNC([C@@H](C(COP(OP(OC[C@@H]1[C@H]([C@H]([C@@H](O1)N1C=NC=2C(N)=NC=NC12)O)OP(=O)(O)O)(=O)O)(=O)O)(C)C)O)=O)=O)CC(CCCCC)=O